C(C1=CC=CC=C1)N1CCN(CC1)C1=CC=C(C=N1)C=1C=2N(C=C(C1)C=1C=NN(C1)C1CN(C1)C(C)C)N=CC2C#N 4-(6-(4-Benzylpiperazin-1-yl)pyridin-3-yl)-6-(1-(1-isopropylazetidin-3-yl)-1H-pyrazol-4-yl)pyrazolo[1,5-a]pyridine-3-carbonitrile